carboxy-4-hexylcyclohex-2-ene C(=O)(O)C1C=CC(CC1)CCCCCC